N'-Benzyl-N,N-dimethylethylene-diamine C(C1=CC=CC=C1)NCCN(C)C